N[C@H](CC1=CC=2N=NC=C(C2S1)NCC=1SC=CC1)C 6-[(2S)-2-aminopropyl]-N-[(thiophen-2-yl)methyl]thieno[3,2-c]pyridazin-4-amine